C[Si](O[Si](OC(C)=O)(C)C)(C)C 1,1,1,3,3-pentamethyl-3-acetoxydisiloxane